(S)-4-(3-fluoro-2-methylphenyl)-6-((4-(piperidine-1-carbonyl)piperazin-1-yl)methyl)-2-(thiazol-2-yl)-1,4-dihydropyrimidine-5-carboxylic acid ethyl ester C(C)OC(=O)C=1[C@@H](N=C(NC1CN1CCN(CC1)C(=O)N1CCCCC1)C=1SC=CN1)C1=C(C(=CC=C1)F)C